4,5-Dichlorophthalate ClC=1C=C(C(C(=O)[O-])=CC1Cl)C(=O)[O-]